N,N-bis(2-ethylhexyl)-3,4-difluorobenzenesulfonamide C(C)C(CN(S(=O)(=O)C1=CC(=C(C=C1)F)F)CC(CCCC)CC)CCCC